isobutyl 3-bromo-α-cyanocinnamate BrC=1C=C(C=C(C(=O)OCC(C)C)C#N)C=CC1